3-(((2-chloro-9-cyclopentyl-9H-purin-6-yl)amino)methyl)-4,6-dimethylpyridin-2(1H)-one ClC1=NC(=C2N=CN(C2=N1)C1CCCC1)NCC=1C(NC(=CC1C)C)=O